CC=1N=C2N(N=C(C=C2C)C=2N=C3N(C(C2)=O)C=C(S3)[C@@H]3[C@@H](CNCC3)F)C1 7-(2,8-dimethylimidazo[1,2-b]pyridazin-6-yl)-2-[(3S,4S)-3-fluoro-4-piperidinyl]thiazolo[3,2-a]pyrimidin-5-one